OC1=CC(=C(C=C1)/C=C/C(=O)C1=C(C=C(C=C1OC)OC)O)OC (E)-3-(4-hydroxy-2-methoxyphenyl)-1-(2-hydroxy-4,6-dimethoxyphenyl)prop-2-en-1-one